(8-oxo-3-azabicyclo[3.2.1]oct-3-yl)(7-ethoxy-6-methoxy-1-(2-(5-methoxy-1H-indol-3-yl)ethyl)-3,4-dihydroisoquinolin-2(1H)-yl)methanone O=C1C2CN(CC1CC2)C(=O)N2C(C1=CC(=C(C=C1CC2)OC)OCC)CCC2=CNC1=CC=C(C=C21)OC